1-(3,5-dichlorophenyl)thiourea ClC=1C=C(C=C(C1)Cl)NC(=S)N